FC1=C(C(=CC=C1)C)N1N=C2C(=CC1=O)NNC2=O 5-(2-fluoro-6-methylphenyl)-1,2-dihydro-3H-pyrazolo[4,3-c]pyridazine-3,6(5H)-dione